N-{[2-fluoro-3-methoxy-6-(4-methyl-1,2,3-triazol-1-yl)phenyl]methyl}-1-[(1-hydroxy-2-methyl-3,4-dihydro-1H-isoquinolin-7-yl)methyl]-3-(methoxymethyl)pyrazole-4-carboxamide FC1=C(C(=CC=C1OC)N1N=NC(=C1)C)CNC(=O)C=1C(=NN(C1)CC1=CC=C2CCN(C(C2=C1)O)C)COC